3-(4-(5-(difluoromethyl)-1,3,4-oxadiazole-2-yl)-2-fluorobenzyl)-5-(3-fluorophenyl)-1-(1-methylpiperidine-4-yl)-1,3-dihydro-2H-benzo[d]imidazole-2-one FC(C1=NN=C(O1)C1=CC(=C(CN2C(N(C3=C2C=C(C=C3)C3=CC(=CC=C3)F)C3CCN(CC3)C)=O)C=C1)F)F